octa-ene C=CCCCCCC